tert-butyl N-[[trans-3-[4-(7-bromoquinoxalin-2-yl)-3-cyclopropyl-pyrazol-1-yl]cyclobutyl]methyl]-N-tert-butoxycarbonyl-carbamate BrC1=CC=C2N=CC(=NC2=C1)C=1C(=NN(C1)[C@@H]1C[C@H](C1)CN(C(OC(C)(C)C)=O)C(=O)OC(C)(C)C)C1CC1